4-(1-(5-((dimethylamino)methyl)pyrimidin-2-yl)piperidin-4-yl)-7-fluoro-1-methyl-1,4-dihydropyrido[2,3-b]pyrazine-2,3-dione CN(C)CC=1C=NC(=NC1)N1CCC(CC1)N1C2=C(N(C(C1=O)=O)C)C=C(C=N2)F